BrC=1C=CC2=C([C@@H](CO2)N(C)C)C1 (S)-5-bromo-N,N-dimethyl-2,3-dihydrobenzofuran-3-amine